C(C)(C)(C)OC(=O)N1CC(CC1)C=1OC(=NN1)C(=O)C12CC(C1)(C2)NC(COC2=CC(=C(C=C2)Cl)F)=O 3-[5-[3-[[2-(4-chloro-3-fluoro-phenoxy)acetyl]amino]-1-bicyclo[1.1.1]pentanoyl]-1,3,4-oxadiazol-2-yl]pyrrolidine-1-carboxylic acid tert-butyl ester